C(C)C1=C(C=CC=C1)CC(C=O)(C)C (2-ethylphenyl)-2,2-dimethyl-propanal